N-methyl-N-((perfluoroethyl)sulfonyl)-4-(5-(trifluoromethyl)-1,2,4-oxadiazol-3-yl)benzamide CN(C(C1=CC=C(C=C1)C1=NOC(=N1)C(F)(F)F)=O)S(=O)(=O)C(C(F)(F)F)(F)F